BrC1=C(C(=O)OCC)C=CC(=C1)C1=NN(C=C1)C ethyl 2-bromo-4-(1-methyl-1H-pyrazol-3-yl)benzoate